tert-butyl 2-((3-amino-2-oxopyridin-1(2H)-yl)methyl)-4-(3,3,3-trifluoro-2-(trifluoromethyl)propyl)-1H-benzo[d]imidazole-1-carboxylate NC=1C(N(C=CC1)CC1=NC2=C(N1C(=O)OC(C)(C)C)C=CC=C2CC(C(F)(F)F)C(F)(F)F)=O